NC=1SC2=C(N1)C=C(C=C2)[C@H]2N(C[C@@H](CC2)C)C(C(=O)NC=2C=NC(=C(C2)C)N)=O [(2S,5R)-2-(2-amino-1,3-benzothiazol-5-yl)-5-methyl-1-piperidyl]-N-(6-amino-5-methyl-3-pyridyl)-2-oxo-acetamide